CN1CCC(CC1)OC1=NN=C(O1)[C@@]12CN(C[C@]2(C1)C(F)(F)F)C=1C=2N(C(=CC1)C#N)N=CC2 4-((1S,5R)-1-(5-((1-methylpiperidin-4-yl)oxy)-1,3,4-oxadiazol-2-yl)-5-(trifluoromethyl)-3-azabicyclo[3.1.0]hexane-3-yl)pyrazolo[1,5-a]pyridine-7-carbonitrile